10-methylheptadecanedioic acid CC(CCCCCCCCC(=O)O)CCCCCCC(=O)O